5-benzyloxy-2-methoxy-2,3-dihydro-1H-pyrido[2,1-f][1,2,4]triazine-4,6-dione C(C1=CC=CC=C1)OC=1C(C=CN2NC(NC(C21)=O)OC)=O